ethyl 1-(3-amino-3-oxo-propyl)-5-(difluoromethyl)pyrazole-3-carboxylate NC(CCN1N=C(C=C1C(F)F)C(=O)OCC)=O